1-((1H-Pyrrolo[2,3-b]pyridin-5-yl)methyl)-3-methyl-N-(3-(trifluoromethyl)phenyl)Indolin-6-carboxamid N1C=CC=2C1=NC=C(C2)CN2CC(C1=CC=C(C=C21)C(=O)NC2=CC(=CC=C2)C(F)(F)F)C